C(C)OC1=CC=CC(=N1)C=1N=NN(C1)C=1C=C2CN(C(C2=CC1)=O)C1C(NC(CC1)=O)=O 3-(5-(4-(6-ethoxypyridin-2-yl)-1H-1,2,3-triazol-1-yl)-1-oxoisoindolin-2-yl)piperidine-2,6-dione